CN(CCC1(C(C=C(C=C1)NC1=NC=C(C(=N1)C1=CNC2=C(C=CC=C12)C)F)[N+](=O)[O-])NC)C 1-(2-(dimethylamino)ethyl)-N4-(5-fluoro-4-(7-methyl-1H-indol-3-yl)pyrimidin-2-yl)-N1-methyl-2-nitrobenzene-1,4-diamine